OC=1C(=CC(=C2C=CC=NC12)[N+](=O)[O-])C(NC(CCCC)=O)C=1NC=CN1 N-[(8-hydroxy-5-nitroquinolin-7-yl)(1H-imidazol-2-yl)methyl]pentanamide